C(CCCCCC)N(C(CC(=O)NCCCCCCCCNC(CC(=O)N(CCCCCCC)C)=O)=O)C N,N''-Octamethylene-bis(N'-heptyl-N'-methylmalonamide)